(S)-2-(4-(5-chloro-2-(1H-tetrazol-1-yl)phenyl)-2,3-dioxopiperazin-1-yl)-3-(4-(4-(methoxycyclohexyl)-2-oxopiperazin-1-yl)phenyl)propanoic acid ClC=1C=CC(=C(C1)N1C(C(N(CC1)[C@H](C(=O)O)CC1=CC=C(C=C1)N1C(CN(CC1)C1(CCCCC1)OC)=O)=O)=O)N1N=NN=C1